FC1=CC=C(C(=O)N(C)C2=C(C(=CC=C2)C(=O)NC2=C(C=C(C=C2C(F)(F)F)C(C(F)(F)F)(C(F)(F)F)F)I)F)C=C1 4-fluoro-N-[2-fluoro-3-[[[2-iodo-4-[1,2,2,2-tetrafluoro-1-(trifluoromethyl)ethyl]-6-(trifluoromethyl)phenyl]amino]carbonyl]phenyl]-N-methyl-benzamide